Cl.C1(CC1)C1=C(C(=NO1)C1=C(C=CC=C1)OC(F)(F)F)CO[C@H]1C[C@H](NCC1)C 5-cyclopropyl-4-((((2R,4R)-2-methylpiperidin-4-yl)oxy)methyl)-3-(2-(trifluoromethoxy)phenyl)isoxazole hydrochloride